(6-(5-(tert-butyl)-1,3,4-oxadiazol-2-yl)-7-cyanodibenzo[b,d]furan-4-yl)boronic acid C(C)(C)(C)C1=NN=C(O1)C1=C(C=CC=2C3=C(OC21)C(=CC=C3)B(O)O)C#N